ClC1=NC2=CC(=C(C=C2C(=N1)N[C@H](C)C1=CC(=CC=C1)NC1=CC(=C(C(=C1)OC)OC)OC)OC)OC (R)-2-chloro-6,7-dimethoxy-N-(1-(3-((3,4,5-trimethoxyphenyl)amino)phenyl)ethyl)quinazoline-4-amine